tert-butyl-4-oxo-2-phenylpiperidine-1-carboxylate C(C)(C)(C)OC(=O)N1C(CC(CC1)=O)C1=CC=CC=C1